C1(CC1)OC1=NC=NC(=C1B1OC(C(O1)(C)C)(C)C)OC 4-cyclopropoxy-6-methoxy-5-(4,4,5,5-tetramethyl-1,3,2-dioxaborolan-2-yl)pyrimidine